N=1C(C=C2C1CCN2)=O 2-pyrrolopyrrolidone